C(C)(C)(C)OC(=O)NCCC(=O)ON1C(CCC1=O)=O 2,5-dioxopyrrolidin-1-yl 3-((tert-butoxycarbonyl)amino)propanoate